ClC1=CC(=C(C(=N1)OCC1=CC=C(C=C1)OC)C(C)O)OC 1-{6-chloro-4-methoxy-2-[(4-methoxyphenyl)methoxy]pyridin-3-yl}ethane-1-ol